N-[4-chloro-2-[[(1S)-4,4-difluoro-1-[2-(methylamino)-2-oxo-acetyl]pentyl]carbamoyl]phenyl]-6-oxaspiro[2.5]octane-2-carboxamide ClC1=CC(=C(C=C1)NC(=O)C1CC12CCOCC2)C(N[C@@H](CCC(C)(F)F)C(C(=O)NC)=O)=O